6-[1-[(3S)-3-piperidyl]pyrazol-4-yl]-4-[[4-(trifluoromethyl)-2-pyridyl]sulfanyl]pyrazolo[1,5-a]pyridine-3-carbonitrile N1C[C@H](CCC1)N1N=CC(=C1)C=1C=C(C=2N(C1)N=CC2C#N)SC2=NC=CC(=C2)C(F)(F)F